2-(9-cyano-1-(1,3-dioxan-2-yl)-5,5-difluorononan-3-yl)-5,5-dimethylcyclohex-1-ene-1-carboxylate C(#N)CCCCC(CC(CCC1OCCCO1)C1=C(CC(CC1)(C)C)C(=O)[O-])(F)F